C1(=CC=CC=2CCCCC12)C=O 5,6,7,8-tetrahydro-1-naphthalenal